FC1=C(N=C2N(C1=O)[C@H](CCN2CC2=NC(=NO2)C)C(F)(F)F)N2[C@@H](COCC2)C (R)-3-Fluoro-2-((R)-3-methylmorpholin-4-yl)-9-(3-methyl-[1,2,4]oxadiazol-5-yl-methyl)-6-trifluoromethyl-6,7,8,9-tetrahydro-pyrimido[1,2-a]-pyrimidin-4-one